butyl (1S,2S,3S,5R)-2-fluoro-3-hydroxy-9-azabicyclo[3.3.1]nonane-9-carboxylate F[C@H]1[C@@H]2CCC[C@H](C[C@@H]1O)N2C(=O)OCCCC